3-thiazol-2-yl-aminophenylpropionic acid S1C(=NC=C1)CC(C(=O)O)(C1=CC=CC=C1)N